C1(CCCC1)CC(C(=O)OCCCCCC=O)CCCCCCCC 6-Oxohexyl 2-(cyclopentylmethyl)decanoate